tert-butyl 2-(2-(3-amino-4-(3-azabicyclo[3.1.0]hexan-3-yl)benzamido)-5-fluorophenyl)acetate NC=1C=C(C(=O)NC2=C(C=C(C=C2)F)CC(=O)OC(C)(C)C)C=CC1N1CC2CC2C1